(3R,4R)-4-((5-fluoro-7-(prop-1-en-2-yl)pyrrolo[2,1-f][1,2,4]triazin-2-yl)amino)-1-(methylsulfonyl)piperidin-3-ol FC=1C=C(N2N=C(N=CC21)N[C@H]2[C@@H](CN(CC2)S(=O)(=O)C)O)C(=C)C